O(O)C(CC(CCC)OO)C(CC=O)=O 1,3-diperoxylhexylpropane-1,3-dione